6-(7-(8-ethylnaphthalen-1-yl)-2-((hexahydro-1H-pyrrolizin-7a-yl)methoxy)-5,6,7,8-tetrahydropyrido[3,4-d]pyrimidin-4-yl)-6-azabicyclo[3.2.1]octan-3-ol C(C)C=1C=CC=C2C=CC=C(C12)N1CC=2N=C(N=C(C2CC1)N1C2CC(CC(C1)C2)O)OCC21CCCN1CCC2